tert-butyl 6-[8-(1,3-benzothiazol-2-ylcarbamoyl)-3,4-dihydro-1H-2,7-naphthyridin-2-yl]-3-bromo-pyridine-2-carboxylate S1C(=NC2=C1C=CC=C2)NC(=O)C=2N=CC=C1CCN(CC21)C2=CC=C(C(=N2)C(=O)OC(C)(C)C)Br